(2S)-2-{[(tert-butoxy)carbonyl]Amino}-2-cyclohexylacetic acid C(C)(C)(C)OC(=O)N[C@H](C(=O)O)C1CCCCC1